4-hydroxyphenyl (4'-n-propoxyphenyl) sulfone C(CC)OC1=CC=C(C=C1)S(=O)(=O)C1=CC=C(C=C1)O